COC1=C(C(=CC(=C1)C)C)C1=CC=C2C=CC(=NC2=N1)C1C[C@@H]2CN([C@H]1C2)C(=O)OC(C)(C)C tert-butyl (1S,4S)-6-[7-(2-methoxy-4,6-dimethyl-phenyl)-1,8-naphthyridin-2-yl]-2-azabicyclo[2.2.1]heptane-2-carboxylate